FC(C(=O)O)(F)F.N[C@@H](CC(=O)OCC1=CC=CC=C1)C(=O)N[C@H](C(=O)NCC1=CC=CC2=CC=CC=C12)CC1=CC=C(C=C1)F (S)-benzyl 3-amino-4-(((S)-3-(4-fluorophenyl)-1-((naphthalen-1-ylmethyl)amino)-1-oxopropan-2-yl)amino)-4-oxobutanoate 2,2,2-trifluoroacetate